methyl-benzyl-octadecyl-[3-(trimethoxysilyl)propyl]ammonium chloride [Cl-].C[N+](CCC[Si](OC)(OC)OC)(CCCCCCCCCCCCCCCCCC)CC1=CC=CC=C1